4-amino-3-hydroxy-benzoate NC1=C(C=C(C(=O)[O-])C=C1)O